COC1=CC=C(C=C2N=C(OC2=O)C=CC2=CC=C(C=C2)C#N)C=C1 (4-methoxybenzylidene)-2-(4-cyanostyryl)oxazol-5(4H)-one